(S)-2-(2-chloro-6-iodoquinazolin-4-yl)-2-cyclopropoxy-2-phenylacetate ClC1=NC2=CC=C(C=C2C(=N1)[C@](C(=O)[O-])(C1=CC=CC=C1)OC1CC1)I